BrC=1C=C(C(=NC1Cl)N)NC 5-bromo-6-chloro-N3-methylpyridine-2,3-diamine